N-((3-((5-((3S,4S)-4-amino-3-methyl-2-oxa-8-azaspiro[4.5]decan-8-yl)pyrazin-2-yl)thio)-2-chlorophenyl)carbamoyl)cyclopropanesulfonamide N[C@@H]1[C@@H](OCC12CCN(CC2)C=2N=CC(=NC2)SC=2C(=C(C=CC2)NC(=O)NS(=O)(=O)C2CC2)Cl)C